[5-(diphenylphosphino)-9,9-dimethyl-9H-xanthen-4-yl]diphenyl-phosphine C1(=CC=CC=C1)P(C1=C2OC=3C(=CC=CC3C(C2=CC=C1)(C)C)P(C1=CC=CC=C1)C1=CC=CC=C1)C1=CC=CC=C1